SCCCCCCCCCCC(=O)OCC(COC(CCCCCCCCCCS)=O)(COC(CCCCCCCCCCS)=O)COC(CCCCCCCCCCS)=O pentaerythritol tetra(11-mercaptoundecanoate)